benzyl ((3aR,5s,6aS)-2-((3-cyclopropyl-1-methyl-1H-pyrazol-5-yl)sulfonyl)octahydrocyclopenta[c]pyrrol-5-yl)((tetrahydro-2H-pyran-4-yl)methyl)carbamate C1(CC1)C1=NN(C(=C1)S(=O)(=O)N1C[C@@H]2[C@H](C1)CC(C2)N(C(OCC2=CC=CC=C2)=O)CC2CCOCC2)C